3-ethoxy-4-((6-methoxy-4-(1H-tetrazol-5-yl)pyridin-2-yl)amino)cyclobut-3-ene-1,2-dione C(C)OC=1C(C(C1NC1=NC(=CC(=C1)C1=NN=NN1)OC)=O)=O